N-[(1S)-1-cyclohexyl-2-[4-(3,5-dimethyl-1H-pyrazol-4-yl)anilino]-2-oxo-ethyl]-3-isopropyl-isoxazole-4-carboxamide C1(CCCCC1)[C@@H](C(=O)NC1=CC=C(C=C1)C=1C(=NNC1C)C)NC(=O)C=1C(=NOC1)C(C)C